N-(4-methylphenylsulfonyloxy)phthalimide CC1=CC=C(C=C1)S(=O)(=O)ON1C(C=2C(C1=O)=CC=CC2)=O